N-(5-chlorothiazolo[5,4-d]pyrimidin-2-yl)-5'-methoxy-2',6-dimethyl-[4,4'-bipyridine]-3-carboxamide ClC=1N=CC2=C(N1)SC(=N2)NC(=O)C=2C=NC(=CC2C2=CC(=NC=C2OC)C)C